1-ethynylisoquinolin-6-ol C(#C)C1=NC=CC2=CC(=CC=C12)O